1-(3-(aminomethyl)phenyl)-N-(3-(3-cyclopropyl-1-hydroxy-1-(pyridin-2-yl)propyl)phenyl)-3-(trifluoromethyl)-1H-pyrazole-5-carboxamide NCC=1C=C(C=CC1)N1N=C(C=C1C(=O)NC1=CC(=CC=C1)C(CCC1CC1)(C1=NC=CC=C1)O)C(F)(F)F